1-Piperoylpiperidine C1CCN(CC1)C(=O)/C=C/C=C/C2=CC3=C(C=C2)OCO3